1-((3-Bromoimidazo[1,2-b]pyridazin-6-yl)oxy)-2-methylpropan-2-ol BrC1=CN=C2N1N=C(C=C2)OCC(C)(O)C